methyl (S)-2-(4-(4-(3-aminopiperidin-1-yl)-6-((2-(2-fluoro-6-methoxyphenyl)pyrimidin-4-yl)amino)pyridin-3-yl)-1H-pyrazol-1-yl)-2-methylpropanoate N[C@@H]1CN(CCC1)C1=C(C=NC(=C1)NC1=NC(=NC=C1)C1=C(C=CC=C1OC)F)C=1C=NN(C1)C(C(=O)OC)(C)C